BrC1=CC(=C(C=C1OC)N1N=CC(=C1)B1OC(C(O1)(C)C)(C)C)I 1-(4-BROMO-2-IODO-5-METHOXY-PHENYL)-4-(4,4,5,5-TETRAMETHYL-1,3,2-DIOXABOROLAN-2-YL)PYRAZOLE